ethoxy-3-methyl-1,2,3,4,5,11-hexahydro-[1,4]diazepino[1,7-a]indol-6-ium C(C)OC1CN(CC[N+]2=C1CC=1C=CC=CC21)C